1-{4-[7-[((R)-cyclopropyl-quinolin-3-yl-methyl)-amino]-1-(1,2-dimethyl-propyl)-1H-pyrazolo[4,3-d]pyrimidin-5-yl]-piperazin-1-yl}-ethanone C1(CC1)[C@H](C=1C=NC2=CC=CC=C2C1)NC=1C2=C(N=C(N1)N1CCN(CC1)C(C)=O)C=NN2C(C(C)C)C